FC1=NNC=2C=CC3=C(C12)C(=C(N3CC3=CC=C(CCNCCCF)C=C3)C3=C(C=CC=C3)C)F N-(4-((1,8-difluoro-7-(o-tolyl)pyrrolo[3,2-e]indazol-6(3H)-yl)methyl)phenethyl)-3-fluoropropan-1-amine